1-((3-chlorophenyl)sulfonyl)-3-((dimethylamino)methyl)-4-(3-(methoxy-d3)phenyl)piperidin-4-ol ClC=1C=C(C=CC1)S(=O)(=O)N1CC(C(CC1)(O)C1=CC(=CC=C1)OC([2H])([2H])[2H])CN(C)C